4-(trifluoromethyl)imidazolin-2-one FC(C1NC(NC1)=O)(F)F